2-(4-fluorophenyl)-N-{4-[5-methyl-4-oxo-3-(pyridin-3-yl)-4,5,6,7-tetrahydro-1H-pyrrolo[3,2-c]pyridin-2-yl]pyridin-2-yl}acetamide FC1=CC=C(C=C1)CC(=O)NC1=NC=CC(=C1)C1=C(C=2C(N(CCC2N1)C)=O)C=1C=NC=CC1